FC=1C=C(C=CC1C(F)(F)F)O 3-fluoro-4-(trifluoromethyl)phenol